C(C)N1C(C(C(C2=CC(=CC=C12)C=1N=NN(C1)CC1=CC(=CC=C1)OC)=O)O)=O 1-ethyl-3-hydroxy-6-(1-(3-methoxybenzyl)-1H-1,2,3-triazol-4-yl)quinoline-2,4(1H,3H)-dione